CN(CCCC(=O)NC1=CC=C(C=C1)C(=O)N1C[C@H](CCCC1)NC1=NC=CC(=N1)C=1C(=NN2C1C=CC=C2)C2=CC=CC=C2)C (S)-4-(dimethylamino)-N-(4-(3-((4-(2-phenylpyrazolo[1,5-a]pyridin-3-yl)pyrimidin-2-yl)amino)azepane-1-carbonyl)phenyl)butanamide